3-(4,4-difluoroazepan-1-yl)quinoxaline FC1(CCN(CCC1)C=1C=NC2=CC=CC=C2N1)F